N-[(3R)-5-(4-chlorobenzyl)-8-fluoro-4-keto-7-(5-morpholino-1,3,4-oxadiazol-2-yl)-2,3-dihydro-1,5-benzothiazepin-3-yl]carbamic acid tert-butyl ester C(C)(C)(C)OC(N[C@H]1CSC2=C(N(C1=O)CC1=CC=C(C=C1)Cl)C=C(C(=C2)F)C=2OC(=NN2)N2CCOCC2)=O